FC1(CN(C1)CC(=O)N1CCC(CC1)C=1C=C2C(=C(NC2=CC1)C1=CC(=NC(=C1)C)C)C(C)C)F 2-(3,3-difluoroazetidin-1-yl)-1-(4-(2-(2,6-dimethylpyridin-4-yl)-3-isopropyl-1H-indol-5-yl)piperidin-1-yl)ethan-1-one